ClC1=C(C=CC(=C1)C1=C(C(=NC(=C1)C)Cl)[N+](=O)[O-])N1C(N(C=C1)C)=O 1-(2-chloro-4-(2-chloro-6-methyl-3-nitropyridin-4-yl)phenyl)-3-methyl-1,3-dihydro-2H-imidazol-2-one